C12CN(CC(CC1)N2)C=2OC1=C(N2)C=C(C=C1C=1SC=CN1)S(=O)(=O)C 2-(3,8-diazabicyclo[3.2.1]octan-3-yl)-5-(methyl-sulfonyl)-7-(thiazol-2-yl)benzo[d]oxazole